2-(5-azaspiro[2.4]heptan-5-yl)acetonitrile C1CC12CN(CC2)CC#N